C=C=CC#CC(C)=O 6-heptadiene-4-ynal